[C@@H]1([C@H](O)[C@@H](O)[C@@H](O)[C@H](O1)CO)[NH-] beta-galactosylamid